ClC1=C(C(=CC=C1)F)N1C(N(C2=C(C1=O)C=NC1=C2C=C(N1)C=1C=NN(C1)CC1NCCC1)C)=O 3-(2-chloro-6-fluorophenyl)-1-methyl-8-(1-(pyrrolidin-2-ylmethyl)-1H-pyrazol-4-yl)-1,7-dihydro-2H-pyrrolo[3',2':5,6]pyrido[4,3-d]pyrimidine-2,4(3H)-dione